4-aminomethyl-piperidine-1-carboxylic acid tert-butyl ester C(C)(C)(C)OC(=O)N1CCC(CC1)CN